trigalloyl-glucose C(C1=CC(O)=C(O)C(O)=C1)(=O)[C@]([C@](C(=O)C(C1=CC(O)=C(O)C(O)=C1)=O)(O)C(C1=CC(O)=C(O)C(O)=C1)=O)(O)[C@H](O)[C@H](O)CO